O=C1N(C(CC[C@H]1N1C(C2=CC=C(C=C2C1)O[C@H]1CN(C[C@H](C1)C)C(=O)OC(C)(C)C)=O)=O)COCC[Si](C)(C)C |&1:6| rac-Tert-butyl (3R,5S)-3-((2-(2,6-dioxo-1-((2-(trimethylsilyl)ethoxy)methyl)piperidin-3-yl)-1-oxoisoindolin-5-yl)oxy)-5-methylpiperidine-1-carboxylate